N[C@@H](C1=CC=CC=C1)CO.CN1C([C@](CC1)(C(=O)O)CC#C)=O (S)-1-methyl-2-oxo-3-(prop-2-yn-1-yl)pyrrolidine-3-carboxylic acid (S)-phenylglycinol salt